2-bromo-6,7-dihydro-4H-pyrano[4,3-d]thiazole BrC=1SC2=C(N1)CCOC2